CC1C(CN(C1)C(=O)OC(C)(C)C)C(=O)OCC 1-tert-butyl 3-ethyl (+)-4-methylpyrrolidine-1,3-dicarboxylate